3-ETHOXY-5-METHYLPYRIDINE-4-BORONIC ACID C(C)OC=1C=NC=C(C1B(O)O)C